(R or S)-5-(2-(3-(2-(4-chloro-5-fluoro-thiophen-2-yl)ethyl)-3-(ethoxy-methyl)pyrrolidin-1-yl)propan-2-yl)-2-methylpyridine citrate C(CC(O)(C(=O)O)CC(=O)O)(=O)O.ClC=1C=C(SC1F)CC[C@@]1(CN(CC1)C(C)(C)C=1C=CC(=NC1)C)COCC |o1:22|